(R)-(5-(3,3-difluorocyclobutyl)-1,3,4-oxadiazol-2-yl)(4-(4-methylpyrazolo[1,5-a]pyridin-2-yl)-6,7-dihydro-1H-imidazo[4,5-c]pyridin-5(4H)-yl)methanone FC1(CC(C1)C1=NN=C(O1)C(=O)N1[C@H](C2=C(CC1)NC=N2)C2=NN1C(C(=CC=C1)C)=C2)F